FC(C1=C2C(=NNC1=O)[C@H](CC2)N2C[C@@H](OCC2)C(=O)N2CCN(CC2)C2=NC=C(C=N2)C(F)(F)F)(F)F (S)-4-(trifluoromethyl)-7-((R)-2-(4-(5-(trifluoromethyl)pyrimidin-2-yl)piperazine-1-carbonyl)morpholino)-2,5,6,7-tetrahydro-3H-cyclopenta[c]pyridazin-3-one